COCN1C(CCCCC1)=O N-(methoxymethyl)caprolactam